2-[2-(5-chloro-thiophen-2-yl)-6-methoxy-benzimidazol-1-yl]-2-cyclobutyl-N-cyclohexyl-acetamide ClC1=CC=C(S1)C1=NC2=C(N1C(C(=O)NC1CCCCC1)C1CCC1)C=C(C=C2)OC